C1(CC1)CC1CNC(C=2C3=C(N=C(N13)C1CCN(CC1)C1CCC(CC1)(F)F)C=C(C2)F)=O 9-(cyclopropylmethyl)-1-(1-(4,4-difluorocyclohexyl)piperidin-4-yl)-4-fluoro-8,9-dihydro-2,7,9a-triazabenzo[cd]azulen-6(7H)-one